O=C(C(=O)N)N1[C@H](CC[C@H](C1)C)C=1N(N=CC1)C |r| 2-oxo-2-[rac-(2R,5R)-5-methyl-2-(2-methylpyrazol-3-yl)-1-piperidyl]acetamide